bishydroxycarbon O[C]O